ClC1=CC(=C(C(=C1)F)S(=O)(=O)Cl)C(N(C)C)=O 4-chloro-2-(dimethylcarbamoyl)-6-fluorobenzenesulfonyl chloride